N,N'-bis[3-(dimethylamino)propyl]-urea CN(CCCNC(=O)NCCCN(C)C)C